(2,4-di-n-butylphenyl)-4,4'-biphenyldiphosphonite C(CCC)C1=C(C=CC(=C1)CCCC)OP([O-])C1=CC=C(C=C1)C1=CC=C(C=C1)P([O-])[O-]